BrC=1C(=C(C=CC1OC1=CC=NC2=CC(=C(C=C12)OC)OC)N1C(N(CC1=O)C=1C=NC=C(C1)C(F)(F)F)=O)F 3-{3-bromo-4-[(6,7-dimethoxy-4-quinolinyl)oxy]-2-fluorophenyl}-1-[5-(trifluoromethyl)-3-pyridinyl]-2,4-imidazolidinedione